spiro[1,2-dioxetane-3,2'-adamantane] C12C3(C4CC(CC(C1)C4)C2)OOC3